C(C)C=1N=C(SC1CCC(O)C1=CC(=C(C=C1)OC(CO)(C)C)C)C1=CC=C(C=C1)C(F)(F)F 3-(4-ethyl-2-(4-(trifluoromethyl)phenyl)thiazol-5-yl)-1-(4-((1-hydroxy-2-methylpropan-2-yl)oxy)-3-methylphenyl)propan-1-ol